ClC=1C=C(CNC2=NC(=NC3=CC=C(C=C23)C=2C(=NOC2C)C)N2CC3=C(CC2)N(N=C3)C)C=CC1 N-(3-chlorobenzyl)-6-(3,5-dimethylisoxazol-4-yl)-2-(1-methyl-1,4,6,7-tetrahydro-5H-pyrazolo[4,3-c]pyridin-5-yl)quinazolin-4-amine